C[C@H]1N(CCOC1)C=1N=C(C2=C(N1)N=C(C=C2)C=2C=C(C(=O)NCCCCCCCCNC)C=CC2)N2[C@@H](COCC2)C 3-[2,4-bis[(3R)-3-methylmorpholin-4-yl]pyrido[2,3-d]pyrimidin-7-yl]-N-[8-(methylamino)octyl]benzamide